C(=C)[SiH]([SiH3])O vinyl-disilanol